C1(CC1)N1N=C(C=C1C1CCC(CC1)N1C[C@]2(CCS(C2)(=O)=O)CCC1)C(F)(F)F (R)-7-((1s,4S)-4-(1-Cyclopropyl-3-(trifluoromethyl)-1H-pyrazol-5-yl)cyclohexyl)-2-thia-7-azaspiro[4.5]decane 2,2-dioxide